[Si](C)(C)(C(C)(C)C)OC(C1=CC(=NN1)C1=NC=C(C=C1)F)([2H])[2H] 2-(5-(((tert-butyldimethylsilyl)oxy)methyl-d2)-1H-pyrazol-3-yl)-5-fluoropyridine